CC(CC(=O)O)O (+-)-3-hydroxybutyric acid